OC=1C=C(C=CC1)C=1N=C2C(=NC(=NC2=NC1C1=CC(=CC=C1)O)N)N 6,7-Bis(3-hydroxyphenyl)pteridine-2,4-diamine